BrC=1C=CC2=CN(N=C2C1)C1CCC(CC1)CCO 2-[(1R,4R)-4-(6-bromoindazol-2-yl)cyclohexyl]ethanol